3-chloro-5-(3,3-dicyanopropylsulfanyl)pyridine-2-carboxylate ClC=1C(=NC=C(C1)SCCC(C#N)C#N)C(=O)[O-]